tert-Butyl 5-benzoyl-2,5-diazabicyclo[2.2.1]heptane-2-carboxylate C(C1=CC=CC=C1)(=O)N1C2CN(C(C1)C2)C(=O)OC(C)(C)C